4-(5-(difluoromethyl)-1,3,4-oxadiazol-2-yl)-1-(3-(pyridin-2-yl)prop-2-yn-1-yl)pyridin-2(1H)-one FC(C1=NN=C(O1)C1=CC(N(C=C1)CC#CC1=NC=CC=C1)=O)F